(1S,5S)-8-fluoro-7-oxo-1-({2,3',5'-trifluoro-[1,1'-biphenyl]-3-yl}methyl)-9-oxa-2,6-diazaspiro[4.5]decane-2-carboxylic acid 2,2-difluoroethyl ester FC(COC(=O)N1[C@H]([C@]2(CC1)NC(C(OC2)F)=O)CC=2C(=C(C=CC2)C2=CC(=CC(=C2)F)F)F)F